2-chloro-5-methyl-7-(tetrahydro-2H-pyran-4-yl)-7H-pyrrolo[2,3-d]pyrimidine ClC=1N=CC2=C(N1)N(C=C2C)C2CCOCC2